4,4''-bis-{N-phenyl-N-(2-phenyl-biphenyl-4-yl)amino}-1,1':4',1''-terphenyl C1(=CC=CC=C1)N(C1=CC(=C(C=C1)C1=CC=CC=C1)C1=CC=CC=C1)C1=CC=C(C=C1)C1=CC=C(C=C1)C1=CC=C(C=C1)N(C1=CC=CC=C1)C1=CC(=C(C=C1)C1=CC=CC=C1)C1=CC=CC=C1